1-[(3S)-2,3-dimethyl-r-[4-(3,3,3-trifluoropropoxymethyl)benzoyl]spiro[3,4-dihydropyrrolo[1,2-a]pyrazine-1,4'-piperidine]-6-yl]-2,2,2-trifluoro-ethanone CN1[C@H](CN2C(=CC=C2C(C(F)(F)F)=O)C12CCN(CC2)C(C2=CC=C(C=C2)COCCC(F)(F)F)=O)C